2-{[(1S,4R)-2-azabicyclo[2.2.1]hept-2-yl]methyl}-4-(trifluoromethyl)-6,7-dihydro-5H-pyrrolo[4,3-b]pyridin-7-one [C@H]12N(C[C@H](CC1)C2)CC2=CC(=C1C(=N2)C(NC1)=O)C(F)(F)F